5-(3-hydroxy-4-methylphenyl)nicotinaldehyde OC=1C=C(C=CC1C)C=1C=NC=C(C=O)C1